1-(3-fluoro-5-methoxybenzyl)-N-((3S,4S)-3-fluoropiperidin-4-yl)cyclopropane-1-carboxamide FC=1C=C(CC2(CC2)C(=O)N[C@@H]2[C@H](CNCC2)F)C=C(C1)OC